CC1=C(C=CC=C1)OC 2-Methylanisole